FC1(CC1)C(=O)N[C@@H]1[C@H](N(C(C1)=O)C=1C=C2C=NN(C2=CC1)C1=CC=C(C=C1)F)C1=CC=C(C=C1)F |r| 1-fluoro-N-[rac-(2R,3S)-2-(4-fluorophenyl)-1-[1-(4-fluorophenyl)indazol-5-yl]-5-oxo-pyrrolidin-3-yl]-cyclopropanecarboxamide